4-(3-((5-chloro-2-((2-cyclopropyl-4-(4-methylpiperazin-1-yl)phenyl)amino)pyrimidin-4-yl)amino)propyl)-1,4-oxazepan-5-one ClC=1C(=NC(=NC1)NC1=C(C=C(C=C1)N1CCN(CC1)C)C1CC1)NCCCN1CCOCCC1=O